N-(3,4-dimethoxybenzyl)-3,4,5-trihydroxybenzamide COC=1C=C(CNC(C2=CC(=C(C(=C2)O)O)O)=O)C=CC1OC